4-(Difluoromethyl)-3-formyl-N-(3-(4-methyl-1H-imidazol-1-yl)-5-(trifluoromethyl)phenyl)benzamide FC(C1=C(C=C(C(=O)NC2=CC(=CC(=C2)C(F)(F)F)N2C=NC(=C2)C)C=C1)C=O)F